tetrabutylphosphonium decanoic acid salt C(CCCCCCCCC)(=O)[O-].C(CCC)[P+](CCCC)(CCCC)CCCC